FC1=CCC(CC1)[C@@H](C(=O)NC1=CC=C(C=C1)C=1C(=[N+](C=CC1C)[O-])C)NC(=O)C1=CC=NN1C 3-(4-((2S)-2-(4-fluorocyclohex-3-en-1-yl)-2-(1-methyl-1H-pyrazole-5-carboxamido)acetamido)phenyl)-2,4-dimethylpyridine 1-oxide